OCC[N+](CCCCCCCC)(CCO)CCO tri(hydroxyethyl)octyl-ammonium